3-formylpiperidine-1-carboxylic acid (R)-tert-butyl ester C(C)(C)(C)OC(=O)N1CC(CCC1)C=O